CC=1NC(=C(C(C1C(=O)[O-])C1=C(C=CC=C1)[N+](=O)[O-])C(=O)[O-])C 2,6-dimethyl-4-(2-nitrophenyl)-1,4-dihydropyridine-3,5-dicarboxylate